ClC=1C=2CCN(C(C2C(=C2C1OC(O2)([C@@H]2CC[C@H](CC2)NC)C)C)=O)CC=2C(NC(=CC2C)C)=O 9-chloro-6-((4,6-dimethyl-2-oxo-1,2-dihydropyridin-3-yl)methyl)-2,4-dimethyl-2-(trans-4-(methylamino)cyclohexyl)-7,8-dihydro-[1,3]dioxolo[4,5-g]isoquinolin-5(6H)-one